ClC1=NC=C(C(=C1)NC1CCC(CC1)CO)I ((1s,4s)-4-((2-chloro-5-iodopyridin-4-yl)amino)cyclohexyl)methanol